4-fluoro-N-[[methyl-(1-methylethyl)amino]sulphonyl]benzamide methyl-[(1R,5S,6R)-3-{2-[(2S)-2-methylazetidin-1-yl]-6-(trifluoromethyl)pyrimidin-4-yl}-3-azabicyclo[3.1.0]hex-6-yl]acetate COC(CC1[C@@H]2CN(C[C@H]12)C1=NC(=NC(=C1)C(F)(F)F)N1[C@H](CC1)C)=O.FC1=CC=C(C(=O)NS(=O)(=O)N(C(C)C)C)C=C1